cyclohexylethyl acetate (CYCLOHEXYL SALICYLATE) C1(CCCCC1)OC=1C(C(=O)O)=CC=CC1.C(C)(=O)OCCC1CCCCC1